1,2,5-thiadiazolidin-3-one S1NC(CN1)=O